FC1(CC1)C(=O)N (E)-1-fluorocyclopropane-1-carboxamide